NC1=NC=NN2C1=C(C=C2C2CCNCC2)C2=CC=C(C=C2)NC(=O)C=2C(N(C=CC2)C2=CC=CC=C2)=O N-[4-(4-amino-7-piperidin-4-ylpyrrolo[2,1-f][1,2,4]triazin-5-yl)phenyl]-2-oxo-1-phenyl-1,2-dihydropyridine-3-carboxamide